FC1CC(N(C1)C=1C=CC=2N(N1)C(=CN2)C(=O)NC2CN(C2)CC2=CC(=CC=C2)O)C2=C(C=CC(=C2)F)SC 6-[4-fluoro-2-[5-fluoro-2-(methylsulfanyl)phenyl]pyrrolidin-1-yl]-N-{1-[(3-hydroxyphenyl)methyl]azetidin-3-yl}imidazo[1,2-b]pyridazine-3-carboxamide